diethyl N,N-bis(2-hydroxy ethyl)aminomethylphosphonate OCCN(CCO)CP(OCC)(OCC)=O